(1'R,2'R,4'S)-4-(6-(2,2-difluoroethyl)-5-fluoropyridin-3-yl)-5'-methyl-2'-(prop-1-en-2-yl)-1',2',3',4'-tetrahydro-[1,1'-biphenyl]-2,4',6-triol FC(CC1=C(C=C(C=N1)C=1C=C(C(=C(C1)O)[C@H]1[C@@H](C[C@@H](C(=C1)C)O)C(=C)C)O)F)F